BrC1=C(C(=O)NS(=O)(=O)C2=CC(=C(C=C2)NCC2CCOCC2)[N+](=O)[O-])C=CC(=C1)N1CCN(CC1)CC1=C(CC(CC1)(C)C)C1=CC=C(C=C1)Cl 2-bromo-4-(4-[[2-(4-chlorophenyl)-4,4-dimethylcyclohex-1-en-1-yl]methyl]piperazin-1-yl)-N-[3-nitro-4-[(oxan-4-ylmethyl)amino]benzenesulfonyl]benzamide